FC(C1=CC=C(C=C1)C1=CC=C(C=C1)C(F)(F)F)(F)F 4,4'-bis(trifluoromethyl)biphenyl